C(#C)C1=CC=C(C=C1)N(C)C 4-ethynyl-N,N-dimethylbenzenamine